C(C1=CC=CC=C1)C=1N(C=CN1)C(C(=O)O)C 2-(2-benzylimidazol-1-yl)propionic acid